6-(2-(Benzyloxy)-6-fluorophenyl)-2-chloro-5-fluoronicotinic acid C(C1=CC=CC=C1)OC1=C(C(=CC=C1)F)C1=NC(=C(C(=O)O)C=C1F)Cl